8-(1-(2,2-difluoroethyl)-1H-pyrazolo[3,4-b]pyrazin-6-yl)-2-((5-(trifluoromethyl)pyridin-2-yl)oxy)-8-azaspiro[4.5]decane FC(CN1N=CC=2C1=NC(=CN2)N2CCC1(CCC(C1)OC1=NC=C(C=C1)C(F)(F)F)CC2)F